(R)-N-(5-cyano-4-(3-methoxypyrrolidin-1-yl)pyridin-2-yl)-7-formyl-6-((4-methyl-2-carbonylpiperazin-1-yl)methyl)-3,4-dihydro-1,8-naphthyridine-1(2H)-carboxamide C(#N)C=1C(=CC(=NC1)NC(=O)N1CCCC2=CC(=C(N=C12)C=O)CN1C(CN(CC1)C)=C=O)N1C[C@@H](CC1)OC